((4-fluoro-3-methylphenyl)amino)but-2-enenitrile FC1=C(C=C(C=C1)NC(C#N)=CC)C